5-(3-(6-formyl-3,4-dihydroquinolin-1(2H)-yl)-1,2,4-oxadiazol-5-yl)-2-isopropoxybenzonitrile C(=O)C=1C=C2CCCN(C2=CC1)C1=NOC(=N1)C=1C=CC(=C(C#N)C1)OC(C)C